FC(C1=CC=C(C=C1)N1C(SC2=C1C=CC(=C2)OC)=O)(F)F 3-(4-(trifluoromethyl)-phenyl)-6-methoxybenzothiazol-2(3H)-one